3-(4-(4,4,5,5-tetramethyl-1,3,2-dioxaborolan-2-yl)phenyl)propanoic acid CC1(OB(OC1(C)C)C1=CC=C(C=C1)CCC(=O)O)C